[N+](=O)([O-])C=1N(C=CN1)CC(COC1=CC=CC=C1)O (2-nitro-1H-imidazol-1-yl)-3-phenoxypropan-2-ol